4-(((7-(8-ethyl-7-fluoro-3-hydroxynaphthalen-1-yl)-8-fluoro-2-(((2R,7aS)-2-fluorohexahydro-1H-pyrrolizin-7a-yl)methoxy)pyrido[4,3-d]pyrimidin-4-yl)amino)methyl)pyrrolidin-2-one C(C)C=1C(=CC=C2C=C(C=C(C12)C1=C(C=2N=C(N=C(C2C=N1)NCC1CC(NC1)=O)OC[C@]12CCCN2C[C@@H](C1)F)F)O)F